C(C)C1=CC=C(C=C1)N1N=NC(=C1N)C(=O)OCC 1-(4-ethylphenyl)-4-ethoxycarbonyl-5-aminotriazole